P(=O)(OCCC([N+](C)(C)C)CCCCOC(C=C)=O)([O-])[O-] acryloyloxybutyl-3-(trimethylammonio)propyl phosphate